benzotriazole potassium salt [K].N1N=NC2=C1C=CC=C2